methyl 4-(((tert-butyldimethylsilyl)oxy)methyl)-7-fluoro-2-((4-methoxybenzyl)amino)quinoline-6-carboxylate [Si](C)(C)(C(C)(C)C)OCC1=CC(=NC2=CC(=C(C=C12)C(=O)OC)F)NCC1=CC=C(C=C1)OC